C(C)OC(=O)C1=NC=C(C(=N1)C(F)F)Cl.FCCN1CCNCC1 1-(2-fluoroethyl)piperazine ethyl-5-chloro-4-(difluoromethyl)pyrimidine-2-carboxylate